CCCCCCCC/C=C\\CCCCCCCC(=O)O[C@H](CO)COP(=O)(O)OCCN The molecule is a 2-acyl-sn-glycero-3-phosphoethanolamine in which the acyl group is specified as oleoyl. It is a lysophosphatidylethanolamine 18:1 and a 2-acyl-sn-glycero-3-phosphoethanolamine. It derives from an oleic acid. It is a tautomer of a 2-oleoyl-sn-glycero-3-phosphoethanolamine zwitterion.